Dimethylpyrrolidin-1-ium trifluoroacetate FC(C(=O)[O-])(F)F.C[N+]1(CCCC1)C